8-(4-((5-methyl-1H-pyrazol-3-yl)amino)thieno[2,3-d]pyrimidin-2-yl)-2,8-diazaspiro[4.5]decan-1-one CC1=CC(=NN1)NC=1C2=C(N=C(N1)N1CCC3(CCNC3=O)CC1)SC=C2